C1C(CC12CCNCC2)CN2CC1=C(C=C(C=C1CC2)C(=O)OC)F methyl 2-(7-azaspiro[3.5]nonan-2-ylmethyl)-8-fluoro-3,4-dihydro-1H-isoquinoline-6-carboxylate